ClC1=C2C=NN(C2=CC=C1NC(=S)NC(C1=CC(=CC=C1)[N+](=O)[O-])=O)C1OCCCC1 N-((4-chloro-1-(tetrahydro-2H-pyran-2-yl)-1H-indazol-5-yl)carbamothioyl)-3-nitrobenzamide